3-(4-cyclopropyl-2,5-dioxo-imidazolidin-4-yl)propanoic acid C1(CC1)C1(NC(NC1=O)=O)CCC(=O)O